C(#C)OC(NC1COC(OC1)(C)C)=O ethynyl-2,2-dimethyl-1,3-dioxan-5-ylcarbamate